(S)-2-[4-bromo-2-(1,3,4-oxadiazol-2-yl)phenoxy]propionic acid BrC1=CC(=C(O[C@H](C(=O)O)C)C=C1)C=1OC=NN1